tert-butyl-3-[4-[(4-[7-[trans-4-hydroxycyclohexyl]-2-[(3,3,3-trifluoropropyl)amino]-7H-pyrrolo[2,3-d]pyrimidin-5-yl]phenyl)methyl] piperazin-1-yl]piperidine-1-carboxylate C(C)(C)(C)OC(=O)N1CC(CCC1)N1CCN(CC1)CC1=CC=C(C=C1)C1=CN(C=2N=C(N=CC21)NCCC(F)(F)F)[C@@H]2CC[C@H](CC2)O